C(C1=CC=CC=C1)NC(C[N+](CC(=O)NC1=C(SC=C1C)C(=O)N1CCCC1)(C)C)=O 2-(benzylamino)-N,N-dimethyl-N-(2-((4-methyl-2-(pyrrolidine-1-carbonyl)thiophen-3-yl)amino)-2-oxoethyl)-2-oxoethan-1-aminium